FC1=C2C(=NNC2=CC(=C1)F)C=C 4,6-difluoro-3-vinyl-1H-indazole